methyl N-[5-[6-[(4-fluoro-3-methoxy-phenyl)-prop-2-ynyl-carbamoyl] imidazo[1,2-a]pyridin-3-yl]-2-pyridyl]carbamate FC1=C(C=C(C=C1)N(C(=O)C=1C=CC=2N(C1)C(=CN2)C=2C=CC(=NC2)NC(OC)=O)CC#C)OC